C(C)(C)N(C(C=O)=O)C N-isopropyl-N-methyl-2-oxoacetamide